OC1(CC(C1)NC1=NC=CC2=CC=C(C=C12)C1=NOC(=N1)C)C(=O)O 1-hydroxy-3-[[7-(5-methyl-1,2,4-oxadiazol-3-yl)-1-isoquinolyl]amino]cyclobutanecarboxylic acid